BrC1=C(C(=CC=C1)F)/C=C/C(=O)OCC ethyl (2E)-3-(2-bromo-6-fluorophenyl)prop-2-enoate